[N+](=O)([O-])C1=CC=C(C=C1)OC(=O)O[C@H]1C[C@H](CC1)C1=NN(C(=C1)NC=1C=C2C(N(CC2=CC1)CC1=CC=C(C=C1)OC)=O)C(C)(C)C (1R,3S)-3-[5-({2-[(4-methoxyphenyl)methyl]-3-oxo-2,3-dihydro-1H-isoindol-5-yl}amino)-1-(2-methylprop-2-yl)pyrazol-3-yl]cyclopentyl [(4-nitrophenyl)oxy]methanoate